CN1N=NC2=C1C=CC(=C2)OC2=C(C=C(N)C=C2)C(F)(F)F 4-((1-methyl-1H-benzo[d][1,2,3]triazol-5-yl)oxy)-3-(trifluoromethyl)aniline